C(C)(C)(C)C1=CC=C(C[C@@H](N)C(=O)O)C=C1 D-4-tert-butyl-phenylalanine